ClC1=CC=C2C(=C1)NC(C21N(C(C=2N=C(N(C21)C(C)C)C=2C=C(C(=O)O)C=CC2OC)=O)C2=C(C=CC(=C2)Cl)C)=O 3-(6-chloro-5'-(5-chloro-2-methylphenyl)-3'-isopropyl-2,6'-dioxo-5',6'-dihydro-3'H-spiro[indoline-3,4'-pyrrolo[3,4-d]imidazol]-2'-yl)-4-methoxybenzoic acid